BrC=1C=CC(=C(C1)NC([O-])=O)I 5-bromo-2-iodophenylcarbamate